CC1C2(OC2COCO1)C dimethyl-3,5,8-trioxabicyclo[5.1.0]octane